C(C1=CC=CC=C1)C1(CCC1)CNC(=O)C=1C=NC=C(C1C)O N-[(1-benzylcyclobutyl)methyl]-5-hydroxy-4-methylpyridine-3-carboxamide